C[C@H]1N(CCC(C1)=O)C(=O)OC(C)(C)C tert-butyl (2R)-2-methyl-4-oxo-piperidine-1-carboxylate